N(=C=O)C1C(C(C(C(C1)CC)CC)N=C=O)C 1,3-diisocyanato-2-methyl-4,5-diethylcyclohexane